eicosylbenzylamine C(CCCCCCCCCCCCCCCCCCC)NCC1=CC=CC=C1